O(C1=CC=C(C=C1)C1=C(C(C(=O)O)=CC=C1)C(=O)O)C1=CC=C(C=C1)C1=C(C(C(=O)O)=CC=C1)C(=O)O oxybis(1,4-phenylene)bis(phthalic acid)